ClCC(=O)N1CCN(CC1)S(=O)(=O)C1=CC=C(C=C1)Br 2-chloro-1-(4-((4-bromophenyl)sulfonyl)piperazin-1-yl)ethan-1-one